C[Si](OC[C@H]1[C@@H](C[C@@H]2OC(C[C@@H]21)O)OC2OCCCC2)(C(C)(C)C)C (3aR,4S,5R,6aS)-4-({[dimethyl(2-methyl-2-propanyl)silyl]oxy}methyl)-5-(tetrahydro-2H-pyran-2-yloxy)hexahydro-2H-cyclopenta[b]furan-2-ol